The molecule is a member of the class of hydroxyisoflavans that is (R)-isoflavan substituted by hydroxy groups at positions 2' and 4' , a 3-methylbut-2-en-1-yl group at position 3' and a 2,2-dimethyl-2H-pyran group across positions 7 and 8 respectively. It has a role as a plant metabolite. It derives from a hydride of a (R)-isoflavan. CC(=CCC1=C(C=CC(=C1O)[C@H]2CC3=C(C4=C(C=C3)OC(C=C4)(C)C)OC2)O)C